6'-(1-fluoro-3-methoxypropyl)-1,2'-dimethyl-5',6'-dihydro-7'H-spiro[azetidine-3,8'-pyrido[4,3-d]pyrimidin]-7'-one FC(CCOC)N1CC2=C(N=C(N=C2)C)C2(C1=O)CN(C2)C